The molecule is an organic sodium salt that is the sodium salt of pravastatin. A reversible inhibitor of 3-hydroxy-3-methylglutaryl-coenzyme A (HMG-CoA), it is used for lowering cholesterol and preventing cardiovascular disease. It is one of the lower potency statins, but has the advantage of fewer side effects compared with lovastatin and simvastatin. It has a role as an anticholesteremic drug. It is an organic sodium salt and a statin (semi-synthetic). It contains a pravastatin(1-). CC[C@H](C)C(=O)O[C@H]1C[C@@H](C=C2[C@H]1[C@H]([C@H](C=C2)C)CC[C@H](C[C@H](CC(=O)[O-])O)O)O.[Na+]